racemic-2-methyl-5-oxo-azepane-1-carboxylic acid C[C@H]1N(CCC(CC1)=O)C(=O)O |r|